((5-(tert-butyl)-2-methoxyphenyl)sulfonyl)-3-iodo-1-methyl-1H-indole-6-carboxamide C(C)(C)(C)C=1C=CC(=C(C1)S(=O)(=O)C=1N(C2=CC(=CC=C2C1I)C(=O)N)C)OC